[N+](=O)([O-])C1=C(C(=CC(=C1)[N+](=O)[O-])SOC)Cl 2,4-dinitro-6-methoxythiophenyl chloride